(methyl)-1H-pyrrol CN1C=CC=C1